COCCN(CCC(C(CCN(CCOC)CCOC)=C)=C)CCOC N,N,N',N'-tetrakis(2-methoxyethyl)-3,4-dimethylenehexane-1,6-diamine